2-methyl-1,2,3,4-tetrahydroisoquinolin CN1CC2=CC=CC=C2CC1